NC1=CC=C(C(=O)OCCCOC(C2=CC=C(C=C2)N)=O)C=C1 1,3-propanediol bis(p-aminobenzoate)